[Mn](=O)(=O)([O-])[O-].[Na+].[Ti+4].[Fe+2] iron titanium sodium manganate